4-amino-N-(4-aminophenyl)benzamide tert-Butyl-(2R,5S)-4-(7-(3-chlorophenyl)-5-cyclopropyl-7H-pyrrolo[2,3-d]pyrimidin-4-yl)-2,5-dimethylpiperazine-1-carboxylate C(C)(C)(C)OC(=O)N1[C@@H](CN([C@H](C1)C)C=1C2=C(N=CN1)N(C=C2C2CC2)C2=CC(=CC=C2)Cl)C.NC2=CC=C(C(=O)NC1=CC=C(C=C1)N)C=C2